(R)-3-((6-chloropyridazin-3-yl)carbamoyl)-3-fluoropiperidine-1-carboxylic acid tert-butyl ester C(C)(C)(C)OC(=O)N1C[C@@](CCC1)(F)C(NC=1N=NC(=CC1)Cl)=O